Tert-butyl (2-((5-chloro-2-(4-(trifluoromethyl)-1H-1,2,3-triazol-1-yl)phenyl)amino)-2-oxoethyl)phenylalaninate ClC=1C=CC(=C(C1)NC(CN[C@@H](CC1=CC=CC=C1)C(=O)OC(C)(C)C)=O)N1N=NC(=C1)C(F)(F)F